6-(trifluoro-methyl)morpholine-3-carboxylic acid FC(C1OCC(NC1)C(=O)O)(F)F